NC1=NC=CC=C1C1=NC=2C(=NC(=CC2)N2N=CC=C2)N1C=1C=C2CC[C@@H](C2=CC1)NC(C1=CN=CC(=C1)C)=O (S)-N-(5-(2-(2-aminopyridin-3-yl)-5-(1H-pyrazol-1-yl)-3H-imidazo[4,5-b]pyridin-3-yl)-2,3-dihydro-1H-inden-1-yl)-5-methylnicotinamide